N1(CCCCC1)S(=O)(=O)C1=CC=C(C=C1)NC(=O)NCC=1C=CC(=NC1)NC(OC(C)(C)C)=O tert-butyl N-{5-[({[4-(piperidine-1-sulfonyl)phenyl]carbamoyl}amino)methyl] pyridin-2-yl}carbamate